([1,2,4]triazolo[1,5-a]pyridin-2-yl)-N1-methyl-N6-(pyridin-2-yl)-2,7-naphthyridine-1,6-diamine N=1C(=NN2C1C=CC=C2)C=2N=C(C1=CN=C(C=C1C2)NC2=NC=CC=C2)NC